3-(4-methyl-3-(imidazo[4,5-d]pyrrolo[2,3-b]pyridine-1(6H)-yl)imidazoline-1-yl)-3-Oxopropionitrile CC1N(CN(C1)C(CC#N)=O)N1C=NC=2C1=C1C(=NC2)NC=C1